(S)-3-Bromo-N'-((1,2,3,5,6,7-hexahydrodicyclopenta[b,e]pyridin-8-yl)carbamoyl)-5-(2-hydroxypropan-2-yl)thiophene-2-sulfonimidamide BrC1=C(SC(=C1)C(C)(C)O)[S@](=O)(N)=NC(NC1=C2C(=NC3=C1CCC3)CCC2)=O